(4-nitrophenyl) [(2S,3R,4S,5S,6R)-3,4,5-tris(phenylmethoxy)-6-(phenylmethoxymethyl)oxan-2-yl] carbonate C(OC1=CC=C(C=C1)[N+](=O)[O-])(O[C@@H]1O[C@@H]([C@@H]([C@@H]([C@H]1OCC1=CC=CC=C1)OCC1=CC=CC=C1)OCC1=CC=CC=C1)COCC1=CC=CC=C1)=O